C(C)(C)(C)OC(=O)N(C(OC(C)(C)C)=O)C[C@@H]1C[C@H](C1)N1N=C(C(=C1)I)C1=NC(=CC=C1)C tert-butyl (tert-butoxycarbonyl)((trans-3-(4-iodo-3-(6-methylpyridin-2-yl)-1H-pyrazol-1-yl)cyclobutyl)methyl)carbamate